4-(1,2,3,4-tetrahydroisoquinolin-6-yl)phthalazin-1(2H)-one hydrochloride Cl.C1NCCC2=CC(=CC=C12)C1=NNC(C2=CC=CC=C12)=O